(1S,3S)-3-((5-(3-formylthiophen-2-yl)-3-methylpyrazin-2-yl)oxy)cyclohexane-1-carboxylic acid C(=O)C1=C(SC=C1)C=1N=C(C(=NC1)O[C@@H]1C[C@H](CCC1)C(=O)O)C